4-(2-Fluorophenyl)-1-(((S)-7-((R)-2-(3-fluorophenyl)piperazine-1-carbonyl)-10-hydroxy-7-azaspiro[4.5]decan-10-yl)methyl)pyridin-2(1H)-one FC1=C(C=CC=C1)C1=CC(N(C=C1)C[C@@]1(CCN(CC12CCCC2)C(=O)N2[C@@H](CNCC2)C2=CC(=CC=C2)F)O)=O